FC(C(=O)NCC(CNC(C(F)(F)F)=O)O)(F)F 1,3-bis(trifluoroacetamido)-2-propanol